C1(CC1)C1=C(C=CC(=C1)OC)C=1N(C(C2=C(N1)SC1=C2C=CC(=C1O)C(=O)OC)=O)CC1=CN=CO1 methyl 2-(2-cyclopropyl-4-methoxyphenyl)-8-hydroxy-3-(oxazol-5-ylmethyl)-4-oxo-3,4-dihydrobenzo[4,5]thieno[2,3-d]pyrimidine-7-carboxylate